C1(CC1)CN1C(=CC=2C1=NC(=CC2)N2CC(C2)OC)C=2OC1=C(C2C)C=CC=C1 2-(1-(cyclopropylmethyl)-6-(3-methoxyazetidin-1-yl)-1H-pyrrolo[2,3-b]pyridin-2-yl)-3-methylbenzofuran